C1(=CC=CC=2C#CCCC3=C(C21)C=CC=C3)N Dibenzocyclooctynamin